Cl.Cl.CN(C(CN)C1=CSC=C1)C N,N-dimethyl-1-(thiophen-3-yl)ethane-1,2-diamine dihydrochloride